tert-butyl 5-amino-1H-benzo[d]imidazole-2-carboxylate NC1=CC2=C(NC(=N2)C(=O)OC(C)(C)C)C=C1